COC1=C(C=C(C=C2C(C(CC(C2)C)=CC2=CC(=C(C=C2)OC)OC(F)(F)F)=O)C=C1)OC(F)(F)F 2,6-Bis(4-methoxy-3-(trifluoromethoxy)benzylidene)-4-methylcyclohexan-1-one